7-chloro-8-[1-(2-methoxy-ethyl)-1H-indol-4-yl]-1,4,4,9-tetramethyl-5H-[1,2,4]triazolo[4,3-a]quinoxaline ClC=1C=C2NC(C=3N(C2=C(C1C1=C2C=CN(C2=CC=C1)CCOC)C)C(=NN3)C)(C)C